2-(2H-Benzotriazol-2-yl)-4-methyl-6-dodecyl-phenol N=1N(N=C2C1C=CC=C2)C2=C(C(=CC(=C2)C)CCCCCCCCCCCC)O